O=C1NCCC2=C3CN(CCCN3N=C12)C(=O)OC(C)(C)C tert-butyl 6-oxo-5,8,9,13-tetrazatricyclo[7.5.0.02,7]tetradeca-1,7-diene-13-carboxylate